Chloro-4-((3-(5-(dicyclopropylphosphoryl)-1-methyl-1H-pyrazol-3-yl)-2-methoxyphenyl)amino)-N-(methyl-d3)pyridazine-3-carboxamide ClC=1C(=C(N=NC1)C(=O)NC([2H])([2H])[2H])NC1=C(C(=CC=C1)C1=NN(C(=C1)P(=O)(C1CC1)C1CC1)C)OC